N-(5-aminopyridin-2-yl)-4-(trifluoromethyl)benzamide NC=1C=CC(=NC1)NC(C1=CC=C(C=C1)C(F)(F)F)=O